N1CCC(CCC1)C(O)C1=C(C(=CC=C1OCC=C)Cl)Cl (azepan-4-yl)[2,3-dichloro-6-(prop-2-en-1-yloxy)phenyl]methanol